C1(CC1)N1N=CC(=C1)CN1C(N(CC2=C1C=C(N=C2)C=2C(=NN(C2)C)C)C2=C(C(=CC(=C2F)OC)OC)F)=O 1-((1-cyclopropyl-1H-pyrazol-4-yl)methyl)-3-(2,6-difluoro-3,5-dimethoxyphenyl)-7-(1,3-dimethyl-1H-pyrazol-4-yl)-3,4-dihydropyrido[4,3-d]pyrimidin-2(1H)-one